FC1=C(C(=CC(=C1)C1CC2(CN(C2)CCC(C)C)C1)O)N1CC(NS1(=O)=O)=O 5-(2-Fluoro-6-hydroxy-4-(2-isopentyl-2-azaspiro[3.3]heptane-6-yl)phenyl)-1,2,5-thiadiazolidin-3-one 1,1-dioxide